3-(1-oxo-5-(2,7-diazaspiro[3.5]non-7-yl)isoindolin-2-yl)piperidine-2,6-dione O=C1N(CC2=CC(=CC=C12)N1CCC2(CNC2)CC1)C1C(NC(CC1)=O)=O